C[Si](C1C2=CC=CC=C2C=2C=CC=C(C12)C)(C1C=CC=C1)C dimethyl-(cyclopentadienyl)(1-methyl-9-fluorenyl)silicon